6-chloro-4-((2S,5R)-4-((4-chlorophenyl)((S)-2,2-difluorocyclopropyl)methyl)-2,5-dimethylpiperazin-1-yl)-3-nitropyridin-2-amine ClC1=CC(=C(C(=N1)N)[N+](=O)[O-])N1[C@H](CN([C@@H](C1)C)C([C@H]1C(C1)(F)F)C1=CC=C(C=C1)Cl)C